1-(3-((4-((3'-chloro-2'-fluoro-4-methoxy-[1,1'-biphenyl]-3-yl)amino)-7-methoxy-quinazolin-6-yl)oxy)azetidin-1-yl)prop-2-en-1-one ClC=1C(=C(C=CC1)C1=CC(=C(C=C1)OC)NC1=NC=NC2=CC(=C(C=C12)OC1CN(C1)C(C=C)=O)OC)F